N,N'-di(2-hydroxyethyl)malonamide OCCNC(CC(=O)NCCO)=O